tert-butyl 2-[2-[2-[2-[2-[[2-(2,6-dioxo-3-piperidyl)-1,3-dioxo-isoindolin-4-yl]amino]ethoxy]ethoxy]ethoxy]ethoxy]acetate O=C1NC(CCC1N1C(C2=CC=CC(=C2C1=O)NCCOCCOCCOCCOCC(=O)OC(C)(C)C)=O)=O